2',2'''-(propane-1,3-diylbis(oxy))bis(5'-fluoro-3'-methyl-3-(1,1,4,4,8,8,11,11-octamethyl-1,2,3,4,8,9,10,11-octahydropentacen-6-yl)-5-(2,4,4-trimethylpentan-2-yl)-[1,1'-biphenyl]-2-ol) C(CCOC1=C(C=C(C=C1C)F)C=1C(=C(C=C(C1)C(C)(CC(C)(C)C)C)C1=C2C=C3C(CCC(C3=CC2=CC2=CC=3C(CCC(C3C=C12)(C)C)(C)C)(C)C)(C)C)O)OC1=C(C=C(C=C1C)F)C=1C(=C(C=C(C1)C(C)(CC(C)(C)C)C)C1=C2C=C3C(CCC(C3=CC2=CC2=CC=3C(CCC(C3C=C12)(C)C)(C)C)(C)C)(C)C)O